1,6,11-Undecanetriamine C(CCCCC(CCCCCN)N)N